caesio methaneperoxoate tert-butyl-4-[(8-{3-iodo-4-oxo-1H,5H,6H,7H-pyrrolo[3,2-c]pyridin-2-yl}-3-methoxy-1,5-naphthyridin-2-yl)oxy]piperidine-1-carboxylate caesium [Cs].C(C)(C)(C)OC(=O)N1CCC(CC1)OC1=NC2=C(C=CN=C2C=C1OC)C1=C(C=2C(NCCC2N1)=O)I.C(=O)OO[Cs]